C(=O)O.O1C2=C(NC(C1)=O)N=CC=N2 2H-pyrazino[2,3-b][1,4]oxazin-3(4H)-one formate